1-(4-(2,6-dioxo-1-((2-(trimethylsilyl)ethoxy)methyl)piperidin-3-yl)-3,5-difluorophenyl)piperidin-4-yl methanesulfonate CS(=O)(=O)OC1CCN(CC1)C1=CC(=C(C(=C1)F)C1C(N(C(CC1)=O)COCC[Si](C)(C)C)=O)F